4-amino-1-(2,6-dichloro-4-ethoxyphenyl)-N-(5-((ethylamino)methyl)pyridin-3-yl)-6-oxo-1,6-dihydropyrimidine-5-carboxamide NC=1N=CN(C(C1C(=O)NC=1C=NC=C(C1)CNCC)=O)C1=C(C=C(C=C1Cl)OCC)Cl